N-(ethylaminomethylthio)-2-(2-fluoro-3-methoxyphenyl)-2-(4-(trifluoromethyl)pyridine-2-yl)acetamide C(C)NCSNC(C(C1=NC=CC(=C1)C(F)(F)F)C1=C(C(=CC=C1)OC)F)=O